2-(5-amino-2-(4-methoxy-2-methylphenethyl)benzo[f][1,7]naphthyridin-8-yl)-1,1-difluoro-2-oxoethylphosphonic acid NC1=NC2=C(C=3C=C(C=NC13)CCC1=C(C=C(C=C1)OC)C)C=CC(=C2)C(C(F)(F)P(O)(O)=O)=O